(R/S)-5-[4-(5-fluoro-2-methoxy-phenyl)-2-hydroxy-4-methyl-2-(trifluoromethyl)pentylamino]-isobenzofuran-1(3H)-one FC=1C=CC(=C(C1)C(C[C@@](CNC=1C=C2COC(C2=CC1)=O)(C(F)(F)F)O)(C)C)OC |r|